N-(4-fluorophenyl)-N-methylpyrrolidine-2-carboxamide FC1=CC=C(C=C1)N(C(=O)C1NCCC1)C